4-(1-(2,4-difluorobenzyl)-1H-indol-3-yl)benzoyl-hydrazine FC1=C(CN2C=C(C3=CC=CC=C23)C2=CC=C(C(=O)NN)C=C2)C=CC(=C1)F